BrC=1N=C2N(N=CC=C2N2C([C@]([C@@H](C2)C)(C#N)C2CC2)=O)C1 (3R,4S)-1-(2-bromoimidazo[1,2-b]pyridazin-8-yl)-3-cyclopropyl-4-methyl-2-oxopyrrolidine-3-carbonitrile